C(C)(C)(C)OC(=O)N1CC(C(CC1)C1=CC=C(C=C1)OC1C(NC(CC1)=O)=O)F 4-(4-((2,6-Dioxopiperidin-3-yl)oxy)phenyl)-3-fluoropiperidine-1-carboxylic acid tert-butyl ester